2-chloro-3'-(4-(hydroxymethyl)-5-methylthiooxazol-2-yl)-2'-methyl-[1,1'-biphenyl] ClC1=C(C=CC=C1)C1=C(C(=CC=C1)C=1OC(=C(N1)CO)SC)C